ClC1=NC2=CC=CC=C2C=C1NC(=O)N1CC(C2=CC=CC=C12)O N-(2-chloroquinolin-3-yl)-3-hydroxy-2,3-dihydro-1H-indole-1-carboxamide